Cl.CN1CCC(CC1)NC(CCCC=1N=C(N(C1)C1=CC=CC=C1)NC(C1=CC=CC=C1)=O)=O N-(4-(4-((1-methylpiperidin-4-yl)amino)-4-oxobutyl)-1-phenyl-1H-imidazol-2-yl)benzamide hydrochloride